3-(2,5-dimethyl-1H-pyrrol-1-yl)-1-(4-methoxyphenyl)-1H-pyrazole CC=1N(C(=CC1)C)C1=NN(C=C1)C1=CC=C(C=C1)OC